2-(1,3-dimethyl-1H-pyrazol-5-yl)-5-nitrobenzenesulfonamide CN1N=C(C=C1C1=C(C=C(C=C1)[N+](=O)[O-])S(=O)(=O)N)C